tert-butyl (3-(2-amino-N-propyl-8-((6-(4-((2-(2,2,2-trifluoroacetamido)ethyl)carbamoyl)piperidin-1-yl)pyridin-3-yl)carbamoyl)-3H-benzo[b]azepine-4-carboxamido)propyl)carbamate NC=1CC(=CC2=C(N1)C=C(C=C2)C(NC=2C=NC(=CC2)N2CCC(CC2)C(NCCNC(C(F)(F)F)=O)=O)=O)C(=O)N(CCC)CCCNC(OC(C)(C)C)=O